ClC=1C(=C2C(=NC1C)CN(C2)C(=O)[C@H]2CN(CC2)C2=NC(=NC=C2)C(F)(F)F)C (3-Chloro-2,4-dimethyl-5,7-dihydropyrrolo[3,4-b]pyridin-6-yl)-[(3R)-1-[2-(trifluoromethyl)pyrimidin-4-yl]pyrrolidin-3-yl]methanon